ClC1=C(C=C(OC2CCN(CC2)C(=O)OC(C)(C)C)C=C1)C(F)(F)F tert-Butyl 4-[4-chloro-3-(trifluoromethyl)phenoxy]piperidine-1-carboxylate